4-methyl-N-(4-((4-methylpiperazin-1-yl)methyl)-3-(trifluoromethyl)phenyl)-3-(quinazolin-7-yl)benzamide CC1=C(C=C(C(=O)NC2=CC(=C(C=C2)CN2CCN(CC2)C)C(F)(F)F)C=C1)C1=CC=C2C=NC=NC2=C1